FC=1C(=NNC1C1=CC=C(C=C1)O)NC1=CC=C(C=C1)O 4-(4-fluoro-3-((4-hydroxyphenyl)amino)-1H-pyrazol-5-yl)phenol